C[C@H]1O[C@H](CN(C1)C(=O)C1=NOC(=C1)C1=C(C(=C(C(=C1)F)F)OC)F)C ((2R,6S)-2,6-Dimethylmorpholino)(5-(2,4,5-trifluoro-3-methoxyphenyl)isoxazol-3-yl)methanone